C(C1=CC=CC=C1)O[C@H]1CN(CC1)C1=CC(=C2C=C(C(N(C2=C1)C)=O)C)N1CCN(C2=CC=C(C=C12)S(=O)(=O)NCC1=CC=C(C=C1)OC)C (R)-4-(7-(3-(benzyloxy)pyrrolidin-1-yl)-1,3-dimethyl-2-oxo-1,2-dihydroquinolin-5-yl)-N-(4-methoxybenzyl)-1-methyl-1,2,3,4-tetrahydroquinoxaline-6-sulfonamide